tert-butyl (S)-2-(((tert-butyldiphenylsilyl)oxy)methyl)-4-(pyridin-3-yl)-2,5-dihydro-1H-pyrrole-1-carboxylate [Si](C1=CC=CC=C1)(C1=CC=CC=C1)(C(C)(C)C)OC[C@H]1N(CC(=C1)C=1C=NC=CC1)C(=O)OC(C)(C)C